CC=1C=C(C=CC1NC(C1=C(C=CC=C1)C)=O)S(=O)(=O)N[C@H](C)C1CCN(CC1)C(=O)OC(C)(C)C (R)-tert-butyl 4-(1-(3-methyl-4-(2-methylbenzamido) phenylsulfonamido) ethyl)piperidine-1-carboxylate